C(C=C)OC1=C(C(=C(C=C1Cl)Cl)Cl)C1CN=C(C1)OC 3-(2-(allyloxy)-3,5,6-trichlorophenyl)-5-methoxy-3,4-dihydro-2H-pyrrole